Tetramethyl-butylphenol CC1=C(C(=C(C(=C1O)CCCC)C)C)C